1-[(1-Methyl-1H-pyrazol-4-yl)[(3R)-1-methylpiperidin-3-yl]sulfamoyl]-3-[2-methyl-5-(propan-2-yl)thiophen-3-yl]urea CN1N=CC(=C1)N(S(=O)(=O)NC(=O)NC1=C(SC(=C1)C(C)C)C)[C@H]1CN(CCC1)C